2-[bis(2-ethylhexyloxy)phosphoryl]propionic acid C(C)C(COP(=O)(OCC(CCCC)CC)C(C(=O)O)C)CCCC